FC1=CC(=C(C=C1)C=1C2=C(C(=NC1C=1C=NN(C1)C1CN(C1)C(C=C)=O)C=1C=C3CCN(CC3=CC1)C(=O)OC(C)(C)C)C=CS2)OC tert-butyl 6-[7-(4-fluoro-2-methoxy-phenyl)-6-[1-(1-prop-2-enoylazetidin-3-yl)pyrazol-4-yl]thieno[3,2-c]pyridin-4-yl]-3,4-dihydro-1H-isoquinoline-2-carboxylate